tert-butyl-8-bromo-6-((1-methylpiperidin-4-yl) oxy)-3,4-dihydroisoquinoline-2(1H)-carboxylate C(C)(C)(C)OC(=O)N1CC2=C(C=C(C=C2CC1)OC1CCN(CC1)C)Br